N-[(1R,3S)-3-{[6-chloro-2-(trifluoromethyl)quinolin-4-yl]amino}cyclohexyl]-5-methyl-1H-pyrazole-4-carboxamide ClC=1C=C2C(=CC(=NC2=CC1)C(F)(F)F)N[C@@H]1C[C@@H](CCC1)NC(=O)C=1C=NNC1C